6-((2R,3S)-2-(2-methoxybenzyl)-3-methylpyrrolidin-1-yl)-4-morpholinopyridin-2(1H)-one COC1=C(C[C@H]2N(CC[C@@H]2C)C2=CC(=CC(N2)=O)N2CCOCC2)C=CC=C1